C1CC12C(CC1(OCCO1)CC2)CN2C=NC1=C2C=C(C=C1)C#N ((7,10-Dioxadispiro[2.2.46.23]dodecan-4-yl)methyl)-1H-benzo[d]imidazole-6-carbonitrile